P(=O)(OC[C@H]1O[C@@]([C@@H]([C@@H]1O)O)(C#N)C1=CC=C2C(=NC=NN21)N)(OC[C@@H](COCCCCCCCCCCCCCCCCCC)NC(C2=CC=CC=C2)=O)O ((2R,3S,4R,5R)-5-(4-aminopyrrolo[2,1-f][1,2,4]triazin-7-yl)-5-cyano-3,4-dihydroxytetrahydrofuran-2-yl)methyl ((R)-2-benzamido-3-(octadecyloxy)propyl) hydrogen phosphate